BrC=1C=C(C=CC1)C1=CC(=CC(=C1)C1=CC(=CC=C1)Br)C1=CC(=CC=C1)Br 1,3,5-Tris(3-bromophenyl)benzene